cyclohexanone imide C1(CCCCC1)=N